NC(CC[C@@H]1C(N2C(N(O1)C(=O)OCC1=CC=CC3=CC=CC=C13)CN(C([C@@H]2CC2=CC=CC=C2)=O)CC2=CC=NC=C2)=O)=O (3R,6S)-naphthalen-1-ylmethyl 3-(3-amino-3-oxopropyl)-6-benzyl-4,7-dioxo-8-(pyridin-4-ylmethyl)hexahydropyrazino[2,1-c][1,2,4]oxadiazine-1(6H)-carboxylate